N[C@H]1C2N(CC1CC2)C(=O)C2=CC1=C(N(C(=N1)C1=CC=3C(=NC(=CC3)C=3C=CC(=NC3)CC(=O)N)N1CC1CC1)C)C(=C2)OC 2-[5-(2-{5-[(7R)-7-amino-2-azabicyclo[2.2.1]heptane-2-carbonyl]-7-methoxy-1-methyl-1H-1,3-benzodiazol-2-yl}-1-(cyclopropylmethyl)-1H-pyrrolo[2,3-b]pyridin-6-yl)pyridin-2-yl]acetamide